C1=C(C=CC2=CC=CC=C12)C(C)=O (2-naphthyl)-ethanone